FC(C1=CC=C(C=C1)CS(=O)(=O)NC(C(=O)O)C)(F)F 2-(((4-(trifluoromethyl)phenyl)methyl)sulphonamido)propanoic acid